2-amino-6-borono-2-(3-(4-(3,4-dichlorophenylcarbamoyl)piperazin-1-yl)propyl)hexanoic acid NC(C(=O)O)(CCCCB(O)O)CCCN1CCN(CC1)C(NC1=CC(=C(C=C1)Cl)Cl)=O